C[C@H]1CNC(C1)=O (2S,3R)-3-methyl-5-oxopyrrolidin